tert-butyl 4,4-bis(bromomethyl)piperidine-1-carboxylate BrCC1(CCN(CC1)C(=O)OC(C)(C)C)CBr